Cl\C=C\C(F)(F)F trans-1-Chloro-3,3,3-trifluoropropen